(7R,14R)-11-((5-amino-1,3,4-thiadiazol-2-yl)ethynyl)-1-(difluoromethoxy)-6-(methyl-d3)-6,7-dihydro-7,14-methanobenzo[f]benzo[4,5]imidazo[1,2-a][1,4]diazocin-5(14H)-one NC1=NN=C(S1)C#CC1=CC2=C(N=C3N2[C@H]2C4=C(C(N([C@@H]3C2)C([2H])([2H])[2H])=O)C=CC=C4OC(F)F)C=C1